C1(=CC=CC=C1)S(=O)(=O)\C(=C/C1=CC=NC=C1)\C1=CC=NC=C1 (Z)-4,4'-(1-(Phenylsulfonyl)ethene-1,2-diyl)dipyridine